(E)-4-(1-((2-hydroxyethyl)thio)-3-phenyl allyl)-5-methoxy-1,2-phenylene diacetate C(C)(=O)OC1=C(C=C(C(=C1)OC)C(\C=C\C1=CC=CC=C1)SCCO)OC(C)=O